C(C)(C)(C)OC(=O)N1CC=2C(C=3C=C(C(=CC13)C1=C(C=NC=C1C)C)OC)=NN(C2C(NCCCCCC(=O)NC2=C(C=CC=C2)N)=O)CC2=CC=CC=C2 3-({6-[(2-aminophenyl)amino]-6-oxohexyl}carbamoyl)-2-benzyl-7-(3,5-dimethylpyridin-4-yl)-8-methoxy-2H-pyrazolo[4,3-c]quinoline-5(4H)-carboxylic acid tert-butyl ester